(1S)-1-[[(R)-tert-butylsulfinyl]amino]-4,6-difluoro-spiro[indan-2,4'-piperidine]-1'-carboxylic acid tert-butyl ester C(C)(C)(C)OC(=O)N1CCC2(CC1)[C@@H](C1=CC(=CC(=C1C2)F)F)N[S@](=O)C(C)(C)C